4-(3-chloro-4-fluoro-phenyl)-3-(2-methoxyphenyl)-1H-pyrazolo[3,4-b]pyridine ClC=1C=C(C=CC1F)C1=C2C(=NC=C1)NN=C2C2=C(C=CC=C2)OC